ClC=1C=C2C=CC(C2=C(C1)O)=O 5-chloro-7-hydroxy-1-indenone